((3-(4-((2-(tert-butyl)-1H-imidazol-1-yl) methyl)-3-cyanophenyl)-5-isobutylthiophene-2-yl) sulfonyl) carbamate C(N)(OS(=O)(=O)C=1SC(=CC1C1=CC(=C(C=C1)CN1C(=NC=C1)C(C)(C)C)C#N)CC(C)C)=O